C(C)C1(CC(C1)NC1=NN2C(C(=N1)OC)=C(C=C2)C=2C=CC1=C(N(N=N1)CCF)C2)O (1S,3R)-1-ethyl-3-((5-(1-(2-fluoroethyl)-1H-benzo[d][1,2,3]triazol-6-yl)-4-methoxypyrrolo[2,1-f][1,2,4]triazin-2-yl)amino)cyclobutan-1-ol